(3R,4R)-4-(thiophen-2-yl)-3-(isoquinolin-5-ylcarbamoyl)pyrrolidine-1-carboxylic acid S1C(=CC=C1)[C@@H]1[C@H](CN(C1)C(=O)O)C(NC1=C2C=CN=CC2=CC=C1)=O